(E)-3-methyl-4-oxo-but-2-enoic acid methyl ester COC(\C=C(\C=O)/C)=O